The molecule is an unsaturated fatty acyl-CoA that results from the formal condensation of the thiol group of coenzyme A with the carboxy group of (2E,4E)-tetradecadienoic acid. It is a long-chain fatty acyl-CoA, an unsaturated fatty acyl-CoA and a trans,trans-2,4-dienoyl-CoA. It is a conjugate acid of a (2E,4E)-tetradecadienoyl-CoA(4-). CCCCCCCCC/C=C/C=C/C(=O)SCCNC(=O)CCNC(=O)[C@@H](C(C)(C)COP(=O)(O)OP(=O)(O)OC[C@@H]1[C@H]([C@H]([C@@H](O1)N2C=NC3=C(N=CN=C32)N)O)OP(=O)(O)O)O